Cl.OCCCNC([C@H](N)C)=O N-(3-hydroxypropyl)-D-alaninamide hydrochloride